ClC1=C2C(=NC(=C1)Cl)N(C=C2)C 4,6-dichloro-1-methyl-1H-pyrrolo[2,3-B]pyridine